methanone citric acid salt C(CC(O)(C(=O)O)CC(=O)O)(=O)O.C=O